N-(3-((4-amino-3-methyl-1-(tetrahydro-2H-pyran-3-yl)-1H-pyrazol-5-yl)oxy)propyl)-2-Chloro-5-(trifluoromethyl)-7-((2-(trimethylsilyl)ethoxy)methyl)-7H-pyrrolo[2,3-d]pyrimidine NC=1C(=NN(C1OCCCN1C(N=CC2=C1N(C=C2C(F)(F)F)COCC[Si](C)(C)C)Cl)C2COCCC2)C